(4aR,8aS)-6-(3-(3-Chloro-5-(2,2,2-trifluoroethoxy)phenyl)pyrrolidine-1-carbonyl)hexahydro-2H-pyrido[4,3-b][1,4]oxazin-3(4H)-one ClC=1C=C(C=C(C1)OCC(F)(F)F)C1CN(CC1)C(=O)N1C[C@@H]2[C@@H](OCC(N2)=O)CC1